(R)-1-(2-chloropyridin-3-yl)ethyl (4-(5-amino-4-fluoropyridin-2-yl)-1-methyl-1H-1,2,3-triazol-5-yl)carbamate NC=1C(=CC(=NC1)C=1N=NN(C1NC(O[C@H](C)C=1C(=NC=CC1)Cl)=O)C)F